2-(6-{methyl-[(1r,3r)-3-(methylamino)cyclobutyl]amino}[1,3]thiazolo[4,5-c]pyridazin-3-yl)-5-(1H-pyrazol-4-yl)phenol dihydrochloride Cl.Cl.CN(C=1SC2=C(N=NC(=C2)C2=C(C=C(C=C2)C=2C=NNC2)O)N1)C1CC(C1)NC